(5-bromo-1-oxoisoindolin-2-yl)-1-(4-methoxybenzyl)piperidine-2,6-dione BrC=1C=C2CN(C(C2=CC1)=O)C1C(N(C(CC1)=O)CC1=CC=C(C=C1)OC)=O